C1(=CC=CC=C1)CC(=O)C=1C=C(C=CC1)O 3-phenylacetylphenol